FC=1C=CC=C2C(=NC=3N(C12)C=NN3)N3CCCC1=C(C=CC=C31)CC(C#C)(O)C (1-(9-fluoro-[1,2,4]triazolo[4,3-a]quinazolin-5-yl)-1,2,3,4-tetrahydroquinolin-5-yl)-2-methylbut-3-yn-2-ol